(3R)-3-amino-7-(5-tert-butyl-1,3,4-oxadiazol-2-yl)-1,1-dioxo-5-[[4-(trifluoromethylsulfonyl)phenyl]methyl]-2,3-dihydro-1λ6,5-benzothiazepin-4-one N[C@H]1CS(C2=C(N(C1=O)CC1=CC=C(C=C1)S(=O)(=O)C(F)(F)F)C=C(C=C2)C=2OC(=NN2)C(C)(C)C)(=O)=O